N-(4-((4-([1,2,4]triazolo[1,5-a]pyridin-7-yloxy)-2-methoxy-5-methylphenyl)amino)-7-(4-morpholino-piperidin-1-yl)quinazolin-6-yl)acrylamide N=1C=NN2C1C=C(C=C2)OC2=CC(=C(C=C2C)NC2=NC=NC1=CC(=C(C=C21)NC(C=C)=O)N2CCC(CC2)N2CCOCC2)OC